COC1=CC=C(C2=CC=CC=C12)CCC1=CC(=CC=C1)OC 1-(4-methoxynaphthalene-1-yl)-2-(3-methoxyphenyl)ethane